2,2-difluoro-N-(4-fluoro-3-(trifluoromethyl)phenyl)-6-(2-methoxy-5-(5,6,7,8-tetrahydroimidazo[1,2-a]pyrazin-3-yl)benzamido)benzo[d][1,3]dioxole-5-carboxamide FC1(OC2=C(O1)C=C(C(=C2)C(=O)NC2=CC(=C(C=C2)F)C(F)(F)F)NC(C2=C(C=CC(=C2)C2=CN=C1N2CCNC1)OC)=O)F